(1RS,3SR)-3-(2-(imidazo[1,2-b]pyridazin-6-ylamino)pyrimidin-5-yl)cyclopentyl ((S)-4,4,4-trifluorobutan-2-yl)carbamate FC(C[C@H](C)NC(O[C@H]1C[C@H](CC1)C=1C=NC(=NC1)NC=1C=CC=2N(N1)C=CN2)=O)(F)F |&1:8,10|